O1N(CC=C1)C(=O)N isoxazole-2-carboxamide